(4-bromopyridin-2-yl)-N-(3-fluoro-4-((1-isopropyl-2-keto-2,3-dihydro-1H-imidazo[4,5-b]pyridin-7-yl)oxy)phenyl)-5-(trifluoromethyl)-1H-pyrazole-4-carboxamide BrC1=CC(=NC=C1)N1N=CC(=C1C(F)(F)F)C(=O)NC1=CC(=C(C=C1)OC1=C2C(=NC=C1)NC(N2C(C)C)=O)F